2-(Pyridin-3-ylmethoxy)-4-(4,4,5,5-tetramethyl-1,3,2-dioxaborolan-2-yl)pyridine N1=CC(=CC=C1)COC1=NC=CC(=C1)B1OC(C(O1)(C)C)(C)C